2-methoxyethyl 2-ethyl-3,3-dimethylpentanoate C(C)C(C(=O)OCCOC)C(CC)(C)C